FC(OC1=C(C=C(C(=O)NC=2C=NC=C(C2)C(F)(F)F)C=C1)OC1CN(C1)C=1C=NN2C1C=NC=C2)F 4-(difluoromethoxy)-3-((1-(pyrazolo[1,5-a]pyrazin-3-yl)azetidin-3-yl)oxy)-N-(5-(trifluoromethyl)pyridin-3-yl)benzamide